(1R,2R)-N-benzyl-2-hydroxy-2-methylcyclopentylammonium (2S)-[(3,5-dinitrobenzoyl)amino](phenyl)acetate [N+](=O)([O-])C=1C=C(C(=O)N[C@H](C(=O)[O-])C2=CC=CC=C2)C=C(C1)[N+](=O)[O-].C(C1=CC=CC=C1)[NH2+][C@H]1[C@](CCC1)(C)O